CN[C@@H]1[C@H](COCC1)O (3R,4S)-4-(methylamino)tetrahydro-2H-pyran-3-ol